C(CCCCCCC)OC(CCC(=O)OCCC(CCOC(CCC(OCCCCCCCC)OCCCCCCCC)=O)OC(CCCN1CCCC1)=O)OCCCCCCCC 3-((4-(pyrrolidin-1-yl)butanoyl)oxy)pentane-1,5-diyl bis(4,4-bis(octyloxy)butanoate)